copper bithiazole S1C(=NC=C1)C=1SC=CN1.[Cu]